[6-[[3-(cyclopropylmethyl)-1,2,4-oxadiazol-5-yl]methyl]-2,6-diazaspiro[3.3]heptan-2-yl]-[6-(3-cyclopropyl-1H-1,2,4-triazol-5-yl)-2-azaspiro[3.3]heptan-2-yl]methanone C1(CC1)CC1=NOC(=N1)CN1CC2(CN(C2)C(=O)N2CC3(C2)CC(C3)C3=NC(=NN3)C3CC3)C1